BrC1=CC(=C(C=C1)NC=1C=NC=CC1C(=O)O)F 3-[(4-bromo-2-fluorophenyl)amino]Pyridine-4-carboxylic acid